6-amino-1-isopropyl-3-methylpyrimidine NC1=CCN(CN1C(C)C)C